COC(=O)C1(CC2=C(C=C(C(=C2C1)F)N)F)O 5-amino-4,7-difluoro-2-hydroxy-indan-2-carboxylic acid methyl ester